COC1=C(C=CC(=C1)OC(F)(F)F)B(O)O 2-methoxy-4-(trifluoromethoxy)phenylboronic acid